BrC=1C=C2CCN(C2=CC1C)C(CC)=O 1-(5-bromo-6-methylindolin-1-yl)propan-1-one